N-((1S,3r)-3-(4-(2-fluorophenyl)-5-phenyl-4H-1,2,4-triazol-3-yl)cyclobutyl)pyridinecarboxamide FC1=C(C=CC=C1)N1C(=NN=C1C1=CC=CC=C1)C1CC(C1)NC(=O)C1=NC=CC=C1